Cl.Cl.NC(C)C1CCC(CC1)C(=O)NC1=C2C(=NC=C1)NC=C2 4-(1-aminoethyl)-N-(1H-pyrrolo(2,3-b)pyridin-4-yl)cyclohexanamide dihydrochloride